1-Dodecyl-2-butylpyrrolidinium fluorid [F-].C(CCCCCCCCCCC)[NH+]1C(CCC1)CCCC